COC(=O)C1=CC=C2C(=NNC2=C1)C1CC(C1)COCC1=CC=CC=C1 [3-(benzyloxymethyl)cyclobutyl]Indazole-6-carboxylic acid methyl ester